ClC=1C(=NC(=CC1)Cl)C=O 3,6-dichloropicolinaldehyde